BrC1=CC=C(C=C1)C(C)(C)C=1N=C(SC1)NC(=O)NCC1=CC(=C(C(=C1)F)CN1CCN(CC1)C)F 1-(4-(2-(4-bromophenyl)-propan-2-yl)thiazol-2-yl)-3-(3,5-difluoro-4-((4-meth-ylpiperazin-1-yl)methyl)-benzyl)urea